ClC1=C(C=C(OCC(=O)NC2CC3(CN(C3)C(=O)C3OC4=C(C(C3)=O)C=C(C=C4)Cl)C2)C=C1)F 2-(4-chloro-3-fluorophenoxy)-N-[2-(6-chloro-4-oxo-3,4-dihydro-2H-1-benzopyran-2-carbonyl)-2-azaspiro[3.3]heptan-6-yl]acetamide